2-methoxybenzene-1,3-diol COC1=C(C=CC=C1O)O